4-[4-bromo-6-(2-chloro-3-fluoro-phenyl)-3-hydroxy-pyridin-2-yl]-4-oxo-butyric acid ethyl ester C(C)OC(CCC(=O)C1=NC(=CC(=C1O)Br)C1=C(C(=CC=C1)F)Cl)=O